O1CCC(=CC1)C=1C=CC(=C(C1)NC1=NC=NC2=CC(=C(C=C12)OC1CCN(CC1)C(C=C)=O)OC)OC 1-(4-((4-((5-(3,6-dihydro-2H-pyran-4-yl)-2-methoxyphenyl)amino)-7-methoxyquinazolin-6-yl)oxy)piperidin-1-yl)prop-2-en-1-one